BrC1=CNC2=C1C=NC=C2 3-bromo-1H-pyrrolo[3,2-c]pyridine